[O-]CC.C(C)[Sn+](CC)CC Triethyl-tin ethoxide